ClC=1C=C2C(=C(C=NC2=CN1)C#N)O 6-Chloro-4-hydroxy-1,7-naphthyridine-3-carbonitrile